2,4-dibenzoylresorcin C(C1=CC=CC=C1)(=O)C1=C(O)C=CC(=C1O)C(C1=CC=CC=C1)=O